CC1=CC=CC(=N1)C1=C(N=CN1)C=1C=C2C(=CC=NC2=CC1)C(=O)OCC1CCC(CC1)N (4-aminocyclohexyl)methyl 6-[5-(6-methyl-2-pyridyl)-1H-imidazol-4-yl]quinoline-4-carboxylate